(2S,5R)-6-benzyloxy-7-oxo-1,6-diazabicyclo[3.2.1]Octane-2-formic acid C(C1=CC=CC=C1)ON1[C@@H]2CC[C@H](N(C1=O)C2)C(=O)O